8-(3-iodo-1-(tetrahydro-2H-pyran-2-yl)-1H-pyrazolo[3,4-b]pyrazin-6-yl)-2-(2-(trifluoromethyl)pyridin-4-yl)-2,8-diazaspiro[4.5]decan-3-one IC1=NN(C2=NC(=CN=C21)N2CCC1(CC(N(C1)C1=CC(=NC=C1)C(F)(F)F)=O)CC2)C2OCCCC2